N1(CCNCC1)C1=C(C=C(C=C1)NC(C1=CC=C(C=C1)C=1CCNCC1)=O)C(F)(F)F N-(4-piperazin-1-yl-3-trifluoromethyl-phenyl)-4-(1,2,3,6-tetrahydro-pyridin-4-yl)-benzamide